FC1=CC(=CC=2N(C(=NC21)C)CCF)C=2C=CN1N=C(N=C(C12)OC)N[C@H]1[C@H](CN(CC1)C)F 5-(4-fluoro-1-(2-fluoroethyl)-2-methyl-1H-benzo[d]imidazol-6-yl)-N-((3S,4R)-3-fluoro-1-methylpiperidin-4-yl)-4-methoxypyrrolo[2,1-f][1,2,4]triazin-2-amine